C(N)(OC(C)CC1CNC1)=O azetidin-3-yl-propan-2-yl carbamate